COC1=CC2=C(C=N1)NC(=N2)CC#N 2-(6-methoxy-3H-imidazo[4,5-c]pyridin-2-yl)acetonitrile